Methyl 2-(4'-fluoro-2'-(4-methyl-4H-1,2,4-triazol-3-yl)-[1,1'-biphenyl]-3-yl)oxazolo[4,5-b]pyridine-5-carboxylate FC1=CC(=C(C=C1)C1=CC(=CC=C1)C=1OC=2C(=NC(=CC2)C(=O)OC)N1)C1=NN=CN1C